C(C)(C)(C)OC(=O)N1CC(C1)OCCCCCC1=CC=C2CC(CN(C2=N1)C(=O)[O-])(C)C 7-(5-(1-(tert-butoxycarbonyl)azetidin-3-yloxy)pentyl)-3,3-dimethyl-3,4-dihydro-1,8-naphthyridine-1(2H)-carboxylate